C(C)(C)(C)C=1C=C(C=C(C1)C(C)(C)C)CC(C)(C1=NC2=CC=CC=C2C=C1)C1=CC=CC(=N1)O 6-(1-(3,5-di-tert-butylphenyl)-2-(quinolin-2-yl)propan-2-yl)pyridin-2-ol